[6-[4-amino-1H-pyrazol-1-yl]spiro[3.3]hept-2-yl]methanol tetraethyl-2-(5-chloro-2-fluorophenyl)propane-1,1,3,3-tetracarboxylate C(C)C1(C(C(C=C(C1)Cl)(C(C(C(=O)O)C(=O)O)C(C(=O)O)C(=O)O)CC)(F)CC)CC.NC=1C=NN(C1)C1CC2(CC(C2)CO)C1